BrC=1C=C(C=CC1)[C@@H]1N(C[C@H](NC1=O)C)C(=O)OC(C)(C)C (2S,5R)-tert-butyl 2-(3-bromophenyl)-5-methyl-3-oxopiperazine-1-carboxylate